1-ethyl-2,4,6-trimethylpyrimidin-1-ium C(C)[N+]1=C(N=C(C=C1C)C)C